tert-butyl (((2S,4R)-4-(6-carbamoyl-2-fluoro-3-(methylamino)phenyl)-5-chloro-2-phenyl-2,3-dihydrobenzofuran-2-yl)methyl)carbamate C(N)(=O)C1=CC=C(C(=C1C1=C(C=CC2=C1C[C@](O2)(C2=CC=CC=C2)CNC(OC(C)(C)C)=O)Cl)F)NC